2-methyl-6-(6-morpholino-1H-benzo[d]imidazol-2-yl)-7-((1-(pyrimidin-2-yl)propyl)amino)-2H-pyrazolo[4,3-b]pyridin-5(4H)-one CN1N=C2C(NC(C(=C2NC(CC)C2=NC=CC=N2)C2=NC3=C(N2)C=C(C=C3)N3CCOCC3)=O)=C1